O1CCN(CC1)C[Si](C1=C(C=C)C=CC=C1)(OC)OC 2-(morpholinomethyldimethoxysilyl)styrene